NC1=C(C=C(C=C1)OC)CCNC1CCN(CC1)C(=O)OC(C)(C)C tert-Butyl 4-[2-(2-amino-5-methoxy-phenyl)-ethylamino]-piperidine-1-carboxylate